1-[(2,4-difluorophenyl)methyl]-3-{[2-methyl-4-(propan-2-yloxy)phenyl]methyl}-1-(1-methylpiperidin-4-yl)urea FC1=C(C=CC(=C1)F)CN(C(=O)NCC1=C(C=C(C=C1)OC(C)C)C)C1CCN(CC1)C